Cl.BrC1=CC(=C(C=C1)S(=O)(=O)N1CCNC2=CC=CC(=C12)C)C 4-(4-Bromo-2-methyl-phenyl)sulfonyl-5-methyl-2,3-dihydro-1H-quinoxaline, hydrochloride salt